C(C)(C)(C)C1=CC=C(C=C)C=C1 Para-tertiary butyl-styrene